Ethyl 3-(3,7-dimethyl-3H-[1,2,3]triazolo[4,5-b]pyridin-6-yl)-3-(7-{[(6S)-6-ethyl-5,6,7,9-tetrahydro-8H-pyrido[2,3-c]azepin-8-yl]methyl}-1-benzothiophen-5-yl)propanoate CN1N=NC=2C1=NC=C(C2C)C(CC(=O)OCC)C=2C=C(C1=C(C=CS1)C2)CN2CC1=C(C[C@@H](C2)CC)C=CC=N1